FC1=C(C=C(C(=C1)C1=NC(=CC=C1)OCC=1SC(=CN1)C#CC=1C=NN(C1)C)F)CC=1N(C2=C(N1)C(=CC(=C2)C(=O)O)F)C[C@H]2OCC2 2-[[2,5-difluoro-4-[6-[[5-[2-(1-methylpyrazol-4-yl)ethynyl]thiazol-2-yl]methoxy]-2-pyridyl]phenyl]methyl]-7-fluoro-3-[[(2S)-oxetan-2-yl]methyl]benzimidazole-5-carboxylic acid